COC1=CC=C(C=C1)/C=C/C(=O)N(C=1SC=CN1)C1=NC=CC=C1 (E)-3-(4-methoxyphenyl)-N-(2-pyridyl)-N-thiazol-2-yl-prop-2-enamide